CN1N=C2C(=C1)C(OC1=C(C=CC=C12)N)C 2,4-dimethyl-2,4-dihydro-chromeno[4,3-c]pyrazol-6-amine